C[NH2+]CC[N+](C)(C)C.ClC1=C2CCN(CC2=CC(=C1C(=O)[O-])Cl)C(C1=CC=CC=C1)(C1=CC=CC=C1)C1=CC=CC=C1.ClC1=C2CCN(CC2=CC(=C1C(=O)[O-])Cl)C(C1=CC=CC=C1)(C1=CC=CC=C1)C1=CC=CC=C1 bis(5,7-dichloro-2-trityl-1,2,3,4-tetrahydroisoquinoline-6-carboxylic acid)-tetramethyl-ethylenediammonium salt